N-[(1S,2S)-1-[[4-[3,5-dimethyl-1-(2-trimethylsilylethoxymethyl)pyrazol-4-yl]phenyl]carbamoyl]-2-methyl-3-(1-methylcyclopropyl)propyl]-2-ethyl-pyrazole-3-carboxamide CC1=NN(C(=C1C1=CC=C(C=C1)NC(=O)[C@H]([C@H](CC1(CC1)C)C)NC(=O)C=1N(N=CC1)CC)C)COCC[Si](C)(C)C